FC=1C=C(C=CC1)[C@H]1[C@@H](CN(CC1)C(=O)C=1C=2N(C=CC1)C=NC2)NC(C2=C(C=C(C=C2)C(F)(F)F)S(=O)(=O)C)=O N-((3S,4S)-4-(3-fluorophenyl)-1-(imidazo[1,5-a]pyridine-8-carbonyl)piperidin-3-yl)-2-(methylsulfonyl)-4-(trifluoromethyl)benzamide